CN(C(=O)C=1C=C2N=C(C=NC2=CC1)C=1C=C2C=CN(C(C2=CC1)=O)C)CC[C@@H]1OCC1 N-methyl-3-(2-methyl-1-oxo-1,2-dihydro-6-isoquinolinyl)-N-(2-((2S)-2-oxetanyl)ethyl)-6-quinoxalinecarboxamide